5-chloro-6-(3-methylbut-1-ynyl)-1H-indazole ClC=1C=C2C=NNC2=CC1C#CC(C)C